FC(OC=1C=C(C=CC1)C1=NNC=2CC(CC(C12)=O)C(=O)OC)F methyl 3-(3-(difluoromethoxy)phenyl)-4-oxo-4,5,6,7-tetrahydro-1H-indazole-6-carboxylate